(R)-1-((2R,3R,4S,5R,6R)-6-(allylthio)-3,4,5-trihydroxytetrahydro-2H-pyran-2-yl)pent-4-en-1-aminium formate C(=O)[O-].C(C=C)S[C@@H]1[C@@H]([C@H]([C@H]([C@H](O1)[C@@H](CCC=C)[NH3+])O)O)O